O[C@@H]1C[C@H](N(C1)C([C@H](C(C)(C)C)NC(OC(C)(C)C)=O)=O)C(N[C@H](CO)C1=CC=C(C=C1)C1=C(N=CS1)C)=O tert-butyl N-[(2S)-1-[(2S,4R)-4-hydroxy-2-{[(1S)-2-hydroxy-1-[4-(4-methyl-1,3-thiazol-5-yl)phenyl]ethyl]carbamoyl}pyrrolidin-1-yl]-3,3-dimethyl-1-oxobutan-2-yl]carbamate